C(C)(=O)C=1C(NC(NC1C)=O)C1=CC=C(C=C1)OC 5-acetyl-6-methyl-4-(4'-methoxyphenyl)-3,4-dihydropyrimidin-2-one